N1N=CN=C1C1=CC=C(C=C1)C1=CN=C2C(=N1)N(C(CN2)=O)CCC2CCOCC2 7-(4-(1H-1,2,4-triazol-5-yl)phenyl)-1-(2-(tetrahydro-2H-pyran-4-yl)ethyl)-3,4-dihydropyrazino[2,3-b]pyrazin-2(1H)-one